FC1=CC=C(OC2=CC3=C(N=C(S3)NC(=O)C3C(C4C=CC3C4)C(=O)O)C=C2)C=C1 3-[[6-(4-fluorophenoxy)-1,3-benzothiazol-2-yl]carbamoyl]bicyclo[2.2.1]hept-5-ene-2-carboxylic acid